heptadecane-9-yl 2-((3-(1H-imidazol-1-yl)propyl)carbamoyl)-4-((3-(dodecyloxy)-3-oxopropyl)thio)butanoate N1(C=NC=C1)CCCNC(=O)C(C(=O)OC(CCCCCCCC)CCCCCCCC)CCSCCC(=O)OCCCCCCCCCCCC